sodium peroxy carbonate C1(OOOO1)=O.[Na]